BrC=1C=C2C(CN(CC2=CC1)C(=O)OC(C)(C)C)(F)F tert-butyl 6-bromo-4,4-difluoro-1,3-dihydroisoquinoline-2-carboxylate